N-(2-(6-(6-(Difluoromethyl)imidazo[1,2-b]pyridazin-3-yl)pyrimidin-4-yl)-1,2,3,4-tetrahydroisoquinolin-5-yl)acetamide FC(C=1C=CC=2N(N1)C(=CN2)C2=CC(=NC=N2)N2CC1=CC=CC(=C1CC2)NC(C)=O)F